OC=1C(=NC(NC1)=O)NC anti-5-hydroxy-methylcytosine